C(C=C)(=O)N1CC(CC1)C=1C=C(C=C2C=NC=NC12)C=1C=CCN(C1)C1=CC(=CC=C1)F 5-(8-(1-propenoylpyrrolidin-3-yl)quinazolin-6-yl)-N-(3-fluorophenyl)pyridine